C(C)N(CCOCC1=CC=C(C=N1)C1=CC=2C3=C(N=NC2C=C1F)N(C(N3C(C)C)=O)C)CC 8-(6-((2-(diethylamino)ethoxy)methyl)pyridin-3-yl)-7-fluoro-1-isopropyl-3-methyl-1,3-dihydro-2H-imidazo[4,5-c]cinnolin-2-one